C(C)OC(=O)C=1N(C=CN1)CCNC(=O)OC(C)(C)C 1-(2-((tert-butoxycarbonyl)amino)ethyl)-1H-imidazole-2-carboxylic acid ethyl ester